FC(C1(OCC1)C=1C=C(C=NC1)NC(OC(C)(C)C)=O)(F)F tert-butyl N-[5-[2-(trifluoromethyl)oxetan-2-yl]-3-pyridyl]carbamate